CN1CCC(CC1)OCC1=CC=C(CNC=2C=C3C=C(N=CC3=CC2)N)C=C1 N6-(4-(((1-methylpiperidin-4-yl)oxy)methyl)benzyl)isoquinoline-3,6-diamine